4-(1-(4-methoxybenzyl)-1H-pyrrol-3-yl)-2-(methylsulfinyl)-6-(trifluoromethyl)pyrimidine COC1=CC=C(CN2C=C(C=C2)C2=NC(=NC(=C2)C(F)(F)F)S(=O)C)C=C1